1-[4-[1-[6-(5-cyclopropyl-4H-1,2,4-triazol-3-yl)-2-azaspiro[3.3]heptane-2-carbonyl]azetidin-3-yl]phenyl]piperidine-2-carboxamide C1(CC1)C=1NC(=NN1)C1CC2(CN(C2)C(=O)N2CC(C2)C2=CC=C(C=C2)N2C(CCCC2)C(=O)N)C1